(+/-)-(1S,3S)-3-((2-(((benzyl(methyl)carbamoyl)oxy)methyl)benzo[d]thiazole-4-yl)oxy)cyclohexane-1-carboxylic acid C(C1=CC=CC=C1)N(C(=O)OCC=1SC2=C(N1)C(=CC=C2)O[C@@H]2C[C@H](CCC2)C(=O)O)C |r|